(S)-benzyl 2-((tert-butoxycarbonyl)amino)-3-hydroxypropanoate C(C)(C)(C)OC(=O)N[C@H](C(=O)OCC1=CC=CC=C1)CO